2-(4-(2-(5-cyano-1,4-dimethyl-6-oxo-1,6-dihydropyridin-3-yl)-3-isopropyl-1H-indol-5-yl)piperidin-1-yl)-N-methylacetamide C(#N)C1=C(C(=CN(C1=O)C)C=1NC2=CC=C(C=C2C1C(C)C)C1CCN(CC1)CC(=O)NC)C